2-Ethyl-1,3-Dimethyl-1,5-pentandiol C(C)C(C(O)C)C(CCO)C